C(C)N(C1=C(C=CC(=C1)NCC1=CC=C(C=C1)C(F)(F)F)NC(CCCCC[C@@H](CF)F)=O)CC (7S)-N-(2-(diethylamino)-4-((4-(trifluoromethyl)benzyl)amino)phenyl)-7,8-difluorooctanamide